Methyl 5-(((1-(4-chlorobenzo[d][1,3]dioxol-5-yl)propyl)amino)methyl)picolinate ClC1=C(C=CC=2OCOC21)C(CC)NCC=2C=CC(=NC2)C(=O)OC